C(C1=CC=CC=C1)OC[C@H]1N2C=3C(=C(SC3C(NC1)=O)C=1C=NNC1)OCC2 (S)-6-((benzyloxy)methyl)-2-(1H-pyrazol-4-yl)-4,5,7,8-tetrahydro-3-oxa-1-thia-5a,8-diazabenzo[cd]azulen-9(6H)-one